ClC1=CNC2=C(C=CC=C12)NS(=O)(=O)C=1C=NN(C1)CC(F)(F)F N-(3-Chloro-1H-indol-7-yl)-1-(2,2,2-trifluoroethyl)pyrazol-4-sulfonamid